FC(O[C@H]1C[C@H](C1)C=1OC(=CN1)C12CC(C1)(C2)N)(F)F 3-{2-[cis-3-(trifluoromethoxy)cyclobutyl]-1,3-oxazol-5-yl}bicyclo[1.1.1]pentan-1-amine